OC1=CC=C(CN2CC(CC2)CNC(=O)C2CCN(CC2)C2=NC(=NO2)C2=CC=C(C=C2)OC)C=C1 N-((1-(4-Hydroxybenzyl)pyrrolidin-3-yl)methyl)-1-(3-(4-methoxyphenyl)-1,2,4-oxadiazol-5-yl)piperidine-4-carboxamide